FC(C(=O)O)(F)F.CN1CCC(CC1)CN1CCOC2(CNC2)C1 8-[(1-Methyl-4-piperidyl)methyl]-5-oxa-2,8-diazaspiro[3.5]nonane 2,2,2-trifluoroacetic acid salt